5-(3-fluoro-4-((tetrahydrofuran-3-yl)ethynyl)phenoxy)-1H-1,2,3-triazole-4-carboxylic acid FC=1C=C(OC2=C(N=NN2)C(=O)O)C=CC1C#CC1COCC1